ClC1=NC=CC(=C1)C(C)(CC)OC 2-chloro-4-(2-methoxybutan-2-yl)pyridine